O1CCN(CC1)C1=CC=2N(C=C1)N=CC2C2=CC=CC(=N2)C2CN(CCC2)C(=O)OC(C)(C)C tert-butyl 3-[6-(5-morpholinopyrazolo[1,5-a]pyridin-3-yl)-2-pyridyl]piperidine-1-carboxylate